ClC1=CC=C(C=C1)C(CN1CCN(CC1)C(=O)OC(C)(C)C)NS(=O)(=O)C1=CC=C(C=C1)OC(F)(F)F tert-butyl 4-[2-(4-chlorophenyl)-2-[[4-(trifluoromethoxy)phenyl]sulfonylamino]ethyl]piperazine-1-carboxylate